3,6,10,14-tetramethyl-pentadeca-4,5-dien-2-one CC(C(C)=O)C=C=C(CCCC(CCCC(C)C)C)C